COB(OC)OC trimethylborate